5-(1-(3,5-Dichloropyridin-4-yl)ethoxy)-3-(5-(isopropylsulfonyl)-1,4,5,6-tetrahydropyrrolo[3,4-d]imidazol-2-yl)-1H-indazole ClC=1C=NC=C(C1C(C)OC=1C=C2C(=NNC2=CC1)C1=NC2=C(N1)CN(C2)S(=O)(=O)C(C)C)Cl